3-oxo-1',2',3',4',8',9',10',11'-octahydro-3H-dispiro[isobenzofuran-1,6'-silino[3,2-g:5,6-g']diquinoline-13',1''-silinane]-5-carboxylic acid O=C1OC2(C=3C=C4CCCNC4=CC3[Si]3(CCCCC3)C3=C2C=C2CCCNC2=C3)C3=CC=C(C=C13)C(=O)O